FC1=C(CO)C=CC(=C1)F 2,4-Difluorobenzyl Alcohol